N1(C=NC2=C1C=CC=C2)C2=CC=C(C=C2)NC(=O)NC2=NOC(=C2)C 1-(4-benzimidazol-1-yl-phenyl)-3-(5-methyl-isoxazol-3-yl)-urea